4-(2-((1,3-Dimethyl-1H-pyrazol-5-yl)sulfonyl)-2-azaspiro[3.4]oct-6-yl)morpholine CN1N=C(C=C1S(=O)(=O)N1CC2(C1)CC(CC2)N2CCOCC2)C